C12(CCC(CC1)C2)N2C=C1C(N=C(N=C1N[C@H](C#N)C1=C(C(=CC=C1)C(F)(F)F)C)C)=CC2=C=O (S)-2-((6-(bicyclo[2.2.1]heptan-1-yl)-2-methyl-7-carbonyl-6,7-dihydropyrido[4,3-d]pyrimidin-4-yl)amino)-2-(2-methyl-3-(trifluoromethyl)phenyl)acetonitrile